2-bromo-3-hydroxy-6-hydroxymethyl-4H-pyran-4-one BrC=1OC(=CC(C1O)=O)CO